N1-(dibenzo[b,d]furan-2-yl)-N3,N3,N5,N5-tetraphenylbenzene-1,3,5-triamine C1=C(C=CC=2OC3=C(C21)C=CC=C3)NC3=CC(=CC(=C3)N(C3=CC=CC=C3)C3=CC=CC=C3)N(C3=CC=CC=C3)C3=CC=CC=C3